undecamethylenebis(ethyldimethylammonium) C(C)[N+](CCCCCCCCCCC[N+](C)(C)CC)(C)C